(1S,4S)-N-[[5-[5-(difluoromethyl)-1,3,4-oxadiazol-2-yl]-2-pyridinyl]methyl]-5-(1-imino-1-oxo-thietan-3-yl)-N-phenyl-2,5-diazabicyclo[2.2.1]heptane-2-carboxamide FC(C1=NN=C(O1)C=1C=CC(=NC1)CN(C(=O)N1[C@@H]2CN([C@H](C1)C2)C2CS(C2)(=O)=N)C2=CC=CC=C2)F